N-(4-(4-amino-1-isopropyl-7-oxo-6,7-dihydro-1H-pyrazolo[3,4-d]pyridazin-3-yl)benzyl)-5-fluoro-2-methoxybenzamide NC=1C2=C(C(NN1)=O)N(N=C2C2=CC=C(CNC(C1=C(C=CC(=C1)F)OC)=O)C=C2)C(C)C